3-[(3-chloro-2-methoxyphenyl)amino]-2-(3-{2-[(2S,5S)-5-methyl-1-(prop-2-enoyl)pyrrolidin-2-yl]ethynyl}pyridin-4-yl)-1H,5H,6H,7H-pyrrolo[3,2-c]pyridin-4-one ClC=1C(=C(C=CC1)NC1=C(NC2=C1C(NCC2)=O)C2=C(C=NC=C2)C#C[C@H]2N([C@H](CC2)C)C(C=C)=O)OC